2-(2-((3r,4r)-3-amino-4-fluoropiperidin-1-yl)-6-fluoro-1H-benzo[d]imidazol-1-yl)-N-cyclobutylacetamide N[C@@H]1CN(CC[C@H]1F)C1=NC2=C(N1CC(=O)NC1CCC1)C=C(C=C2)F